1-[3-[4-(2,4-difluorophenyl)phenyl]azetidine-1-carbonyl]pyrrolidine-3-carboxylic acid FC1=C(C=CC(=C1)F)C1=CC=C(C=C1)C1CN(C1)C(=O)N1CC(CC1)C(=O)O